(S)-N1-(1-(2-(1-adamantylamino)-2-oxoethyl)-2-oxo-1,2-dihydropyridin-3-yl)-N6-methyl-2-(1-methyl-1H-imidazole-5-carboxamido)-5-oxohexanediamide C12(CC3CC(CC(C1)C3)C2)NC(CN2C(C(=CC=C2)NC([C@H](CCC(C(=O)NC)=O)NC(=O)C2=CN=CN2C)=O)=O)=O